3-[2-(trifluoromethyl)-4'-chlorobenzhydryloxy]-N-(ethyl)azetidine-1-carboxamide FC(C1=C(C(C2=CC=C(C=C2)Cl)OC2CN(C2)C(=O)NCC)C=CC=C1)(F)F